(2-fluoro-4-(4,4,5,5-tetramethyl-1,3,2-dioxaborolan-2-yl)phenyl)trimethylsilane FC1=C(C=CC(=C1)B1OC(C(O1)(C)C)(C)C)[Si](C)(C)C